C(CC(O)(C(=O)[O-])CC(=O)[O-])(=O)[O-].[Na+].[Na+].[Na+].BrC1=C(C=CC=C1)C12CC3(CC(CC(C1)(C3)C3=C(C=CC=C3)Br)(C2)C2=C(C=CC=C2)Br)C2=C(C=CC=C2)Br 1,3,5,7-tetrakis(bromophenyl)adamantane tri-sodium citrate